C(#N)C=1C=C(C=CC1F)NC(=O)N1CC=2N(CC1)N=C1C2C2=C(CCC1)C=NO2 N-(3-Cyano-4-fluorophenyl)-5,6,9,10-tetrahydro-4H-isoxazolo[5'',4'':3',4']-cyclohepta[1',2':3,4]pyrazolo[1,5-a]pyrazine-11(12H)-carboxamide